N1[C@@H](C=CC1)COC=1C=NC=CC1C1=C(C2=NC=CC=C2N1)C1=CC=CC=C1 2-(3-{[(2S)-2,5-dihydro-1H-pyrrol-2-yl]methoxy}pyridin-4-yl)-3-phenyl-1H-pyrrolo[3,2-b]pyridine